OC1=CC=C2N=CC(=NC2=C1)C1CC2(CN(C2)C(=O)OC(C)(C)C)C1 tert-butyl 6-(7-hydroxyquinoxalin-2-yl)-2-azaspiro[3.3]heptane-2-carboxylate